hydroxybenzylethylene-DIAMINE DIACETIC ACID C(C)(=O)O.C(C)(=O)O.ON(CCN)CC1=CC=CC=C1